(S)-5-bromo-7-(hydroxymethyl)-3-methyl-3,4-dihydroquinoxalin-2(1H)-one BrC1=C2N[C@H](C(NC2=CC(=C1)CO)=O)C